C(N)(=O)C1=C(C(=CC=C1)F)C1=C(C=CC=2OC(OC21)(C2=CC=CC=C2)CNC(OC(C)(C)C)=O)Cl tert-butyl ((4-(2-carbamoyl-6-fluorophenyl)-5-chloro-2-phenylbenzo[d][1,3]dioxol-2-yl)methyl)carbamate